(1S,3aR,6aS)-N-((1S)-1-cyano-2-(2-oxopiperidin-3-yl)ethyl)-2-((1S,2R)-2-(2,2,2-trifluoroacetamido)-[1,1'-bi(cyclopropane)]-2-carbonyl)octahydrocyclopenta[c]pyrrole-1-carboxamide C(#N)[C@H](CC1C(NCCC1)=O)NC(=O)[C@H]1N(C[C@H]2[C@@H]1CCC2)C(=O)[C@@]2([C@@H](C2)C2CC2)NC(C(F)(F)F)=O